(E)-N,N-Dimethyl-4-((R)-3-((5-((Z)-4,4,4-trifluoro-1-(3-fluoro-1H-indazol-5-yl)-2-(4-(methylsulfonyl)phenyl)but-1-en-1-yl)pyridin-2-yl)oxy)piperidin-1-yl)but-2-enamide CN(C(\C=C\CN1C[C@@H](CCC1)OC1=NC=C(C=C1)\C(=C(\CC(F)(F)F)/C1=CC=C(C=C1)S(=O)(=O)C)\C=1C=C2C(=NNC2=CC1)F)=O)C